11-(methoxymethyl)-8,14-dioxa-10,19,20-triazatetracyclo[13.5.2.12,6.018,21]tricosa-1(20),2(23),3,5,15(22),16,18(21)-heptaen-9-one COCC1NC(OCC2=CC=CC(C3=NNC=4C=CC(OCC1)=CC34)=C2)=O